methyl (E)-3-(N'-hydroxycarbamimidoyl)-2-methylbenzoate O\N=C(\N)/C=1C(=C(C(=O)OC)C=CC1)C